ClC1=C2C(=NC=C1C(=O)N1C[C@@H]3N(CC1)C[C@H](CC3)C3=CC(=C(C=C3)F)Cl)NN=C2 |r| (4-chloro-1H-pyrazolo[3,4-b]pyridin-5-yl)-[rac-(7R,9aR)-7-(3-chloro-4-fluorophenyl)-1,3,4,6,7,8,9,9a-octahydropyrido[1,2-a]pyrazin-2-yl]methanone